2-[5-({3-[4-({1-[1-(2-methanesulfonylethyl)piperidin-4-yl]piperidin-4-yl}amino)-1-(2,2,2-trifluoroethyl)-1H-indol-2-yl]prop-2-yn-1-yl}amino)pyridin-2-yl]-2-methylpropanenitrile CS(=O)(=O)CCN1CCC(CC1)N1CCC(CC1)NC1=C2C=C(N(C2=CC=C1)CC(F)(F)F)C#CCNC=1C=CC(=NC1)C(C#N)(C)C